Cis-diiodo-((1r,2r)-(-)-1,2-cyclohexanediamine) platinum (II) [Pt+2].I[C@]1([C@](CCCC1)(N)I)N